bisphenol A di-(2-hydroxypropyl)acrylate OC(CC(=CC(=O)O)CC(C)O)C.OC1=CC=C(C=C1)C(C)(C)C1=CC=C(C=C1)O